1-(allyloxy)-2-methyl-1-oxopropan-2-yl-2-bromo-5-[2,6-dioxo-4-(trifluoromethyl)-3,6-dihydropyrimidine-1(2H)-yl]-4-fluorobenzoate C(C=C)OC(C(C)(C)OC(C1=C(C=C(C(=C1)N1C(NC(=CC1=O)C(F)(F)F)=O)F)Br)=O)=O